1-(4-methoxy-benzyl)-2-oxo-1,2-dihydro-benzo[c]indole-5-carbaldehyde COC1=CC=C(CC2C34C(=CN(C3=CCC2=O)C=O)C=CC=C4)C=C1